4-hydroxy-3,5-di-tert-butylbenzyl-mercaptoacetic acid tridecyl ester C(CCCCCCCCCCCC)OC(C(S)CC1=CC(=C(C(=C1)C(C)(C)C)O)C(C)(C)C)=O